2-{3-[(3S)-3-cyclopropylpiperazin-1-yl]-1,2,4-triazin-6-yl}-5-(2-methyl-2H-[1,2,3]triazolo[4,5-b]pyridin-5-yl)phenol C1(CC1)[C@H]1CN(CCN1)C=1N=NC(=CN1)C1=C(C=C(C=C1)C=1C=CC=2C(N1)=NN(N2)C)O